tert-butyl N-(5-azaspiro[3.5]nonan-8-yl)carbamate C1CCC12NCCC(C2)NC(OC(C)(C)C)=O